propyl-λ1-sulfane C(CC)[S]